(R)-3-(5-methyl-1-(oxetan-3-yl)-1,2,5,6-tetrahydropyridin-3-yl)-1H-pyrrolo[2,3-b]pyridine C[C@@H]1C=C(CN(C1)C1COC1)C1=CNC2=NC=CC=C21